5-bromo-3-cyclopropyl-1H-pyrrolo[2,3-b]pyridine BrC=1C=C2C(=NC1)NC=C2C2CC2